6-(1-(4-(5-(difluoromethyl)-1,3,4-oxadiazol-2-yl)benzyl)-1H-pyrazol-4-yl)benzo[d]thiazol-2-amine FC(C1=NN=C(O1)C1=CC=C(CN2N=CC(=C2)C2=CC3=C(N=C(S3)N)C=C2)C=C1)F